tert-Butyl (1-(3-methoxy-4-(methylamino)-5-nitrobenzoyl)pyrrolidin-3-yl)carbamate COC=1C=C(C(=O)N2CC(CC2)NC(OC(C)(C)C)=O)C=C(C1NC)[N+](=O)[O-]